4-{[3-methoxy-4-(1-methyl-1H-1,2,4-triazol-3-yl)pyridin-2-yl]amino}-N-(2H3)methyl-6-{[2-oxo-3-(trifluoromethyl)-2H-[1,3'-bipyridine]-6'-yl]amino}pyridazine-3-carboxamide COC=1C(=NC=CC1C1=NN(C=N1)C)NC1=C(N=NC(=C1)NC1=CC=C(C=N1)N1C(C(=CC=C1)C(F)(F)F)=O)C(=O)NC([2H])([2H])[2H]